FC1(COCC[C@H]1N1N=C2N=C(C=NC2=C1)C1=C(C=C(C=C1C)C(F)(F)F)O)F (R)-2-(2-(3,3-difluorotetrahydro-2H-pyran-4-yl)-2H-pyrazolo[3,4-b]pyrazin-6-yl)-3-methyl-5-(trifluoromethyl)phenol